3-octyl 2-cyanoacrylate C(#N)C(C(=O)OC(CC)CCCCC)=C